2-(2-{6-Chloro-1H-pyrrolo[2,3-b]pyridin-4-yl}-6-[(3R)-3-methylmorpholin-4-yl]pyrimidin-4-yl)-6-ethyl-1λ6,2,6-thiadiazinane-1,1-dione ClC1=CC(=C2C(=N1)NC=C2)C2=NC(=CC(=N2)N2S(N(CCC2)CC)(=O)=O)N2[C@@H](COCC2)C